C(#C)C=1C(=NC=CC1)C#N ethynylpyridinecarbonitrile